C1(=CC=CC2=CC=CC=C12)C(=O)O 1-Naphthoic acid